ClC1=C(C2=C(N=N1)N(CCC2)[C@H]2CN(CCC2)C2COC2)C 3-chloro-4-methyl-8-[(3R)-1-(oxetan-3-yl)piperidin-3-yl]-5,6,7,8-tetrahydropyrido[2,3-c]pyridazine